(S)-6-((1-Acryloyl-3-(2,3-dichloro-6-fluorophenyl)pyrrolidin-3-yl)amino)-7-fluoro-3-(methyl-d3)quinazolin-4(3H)-one C(C=C)(=O)N1C[C@](CC1)(C1=C(C(=CC=C1F)Cl)Cl)NC=1C=C2C(N(C=NC2=CC1F)C([2H])([2H])[2H])=O